(S)-2-((4-(6-((6-chlorobenzo[d]thiazol-2-yl)methoxy)pyridin-2-yl)piperazin-1-yl)methyl)-1-(oxetan-2-ylmethyl)-1H-benzo[d]imidazole-6-carboxylic acid ClC1=CC2=C(N=C(S2)COC2=CC=CC(=N2)N2CCN(CC2)CC2=NC3=C(N2C[C@H]2OCC2)C=C(C=C3)C(=O)O)C=C1